behenoyl chloride C(CCCCCCCCCCCCCCCCCCCCC)(=O)Cl